FC1=CCC2C(CCOC2=C1)=O 7-fluoro-4-dihydro-chromanone